ClC=1C=C(C=CC1C(=O)N1CCN(CC1)C(=O)C1CCNCC1)NC(=O)C=1N(C(=CN1)C1=C2C=CN(C2=CC=C1)C)C N-[3-chloro-4-[4-(piperidine-4-carbonyl)piperazine-1-carbonyl]phenyl]-1-methyl-5-(1-methylindol-4-yl)imidazole-2-carboxamide